(5-(((1S,2S)-2-aminocyclopentyl)oxy)-4-fluoro-1-oxoisoindolin-2-yl)piperidine-2,6-dione N[C@@H]1[C@H](CCC1)OC=1C(=C2CN(C(C2=CC1)=O)N1C(CCCC1=O)=O)F